ClC1=CC2=C(N(C(N=C2N2[C@H](CN(CC2)C(C=C)=O)C)=O)C2=C(C=CC=C2)C2(CC2)C)N=C1C1=C(C=CC=C1)F 6-chloro-7-(2-fluorophenyl)-1-(2-(1-methylcyclopropyl)phenyl)-4-((2S)-2-methyl-4-(2-propenoyl)-1-piperazinyl)pyrido[2,3-d]pyrimidin-2(1H)-one